COC1=NC(=CC2=C1C(N(N=C2)C)=O)CC2=CC=C(CP(O)(O)=O)C=C2 (4-((5-methoxy-3-methyl-4-oxo-3,4-dihydropyrido[3,4-d]pyridazin-7-yl)methyl)benzyl)phosphonic acid